FC1=C(OC=2C(=C(C(=CC2)[N+](=O)[O-])N2C[C@@H](N(CC2)C)CN(C(OC(C)(C)C)=O)C)C(F)(F)F)C=CC=C1 tert-butyl ({(2R)-4-[3-(2-fluorophenoxy)-6-nitro-2-(trifluoromethyl)phenyl]-1-methylpiperazin-2-yl}methyl)(methyl)carbamate